4-((R)-3-((cyclopropylmethyl)amino)piperidin-1-yl)-1-(1-(5-(6-(pyrrolidin-1-yl)pyrazin-2-yl)-1,3,4-thiadiazol-2-yl)ethyl)pyridin-2(1H)-one C1(CC1)CN[C@H]1CN(CCC1)C1=CC(N(C=C1)C(C)C=1SC(=NN1)C1=NC(=CN=C1)N1CCCC1)=O